Tetradecyl n-heptanoate C(CCCCCC)(=O)OCCCCCCCCCCCCCC